CC(C(C(=O)N)N(C(CC1=CC=CC=C1)=O)C)C 3-methyl-2-(N-methyl-2-phenylacetamido)butanamide